3-Chloro-5-{[(4S)-5,5-difluoro-4-hydroxy-3-methanesulfonyl-4H,5H,6H-cyclopenta[c]thiophen-1-yl]oxy}benzonitrile ClC=1C=C(C#N)C=C(C1)OC=1SC(=C2C1CC([C@H]2O)(F)F)S(=O)(=O)C